IC(C=O)CCCC iodohexanal